5-(2-fluorophenyl)tetrazole FC1=C(C=CC=C1)C1=NN=NN1